2-(2-(4-(3-(3-morpholino-propoxy)phenyl)indoline-1-carbonyl)-6,7-dihydrothiazolo[5,4-c]pyridin-5(4H)-yl)acetic acid O1CCN(CC1)CCCOC=1C=C(C=CC1)C1=C2CCN(C2=CC=C1)C(=O)C=1SC=2CN(CCC2N1)CC(=O)O